O1C2=C(C=C1)C(=O)OCCCCCCOC2=O hexamethylene furandicarboxylate